(3S,4S)-1-((tert-butyldimethylsilyl)oxy)-4-methylhex-5-en-3-ol [Si](C)(C)(C(C)(C)C)OCC[C@@H]([C@H](C=C)C)O